CC(CO)[C@H]1CC[C@H]2[C@@H]3CC=C4CC(CC[C@]4(C)[C@H]3CC[C@]12C)O 20-methyl-pregn-5-ene-3,21-diol